ClC1=C(CNC(=O)[C@]2(C=3C=CC=NC3[C@@H](CC2)O)F)C=CC(=C1)F (5S,8R)-N-(2-chloro-4-fluorobenzyl)-5-fluoro-8-hydroxy-5,6,7,8-tetra-hydroquinoline-5-carboxamide